(2S,3S,4R,5R)-5-(2-(5,6-dimethoxypyridin-3-yl)-6-(methylamino)-9H-purin-9-yl)-N-ethyl-3,4-dihydroxyltetrahydrofuran-2-carboxamide COC=1C=C(C=NC1OC)C1=NC(=C2N=CN(C2=N1)[C@H]1[C@@H]([C@@H]([C@H](O1)C(=O)NCC)O)O)NC